N-methylpyrazolo[1,5-a]pyrimidine-2-carboxamide CNC(=O)C1=NN2C(N=CC=C2)=C1